COCCC(CC(=O)O)C 5-METHOXY-3-METHYLPENTANOIC ACID